8-{[1-(4,4-difluoro-L-prolyl)azetidin-3-yl]oxy}-4,4-dihydroxy-5-oxa-4-boranuidabicyclo(4.4.0)deca-1(6),7,9-triene-7-carboxylic acid disodium salt [Na+].[Na+].FC1(C[C@H](NC1)C(=O)N1CC(C1)OC1=C(C=2O[B-](CCC2C=C1)(O)O)C(=O)O)F.FC1(C[C@H](NC1)C(=O)N1CC(C1)OC1=C(C=2O[B-](CCC2C=C1)(O)O)C(=O)O)F